4-methylphenyl 4-methylbenzoate (4-methylphenyl 4-methylbenzoate) CC1=CC=C(C=C1)C1=C(C(=O)O)C=CC(=C1)C.CC1=CC=C(C(=O)OC2=CC=C(C=C2)C)C=C1